(4-(((1r,3S,5r,7S)-3-hydroxyadamantan-1-yl)amino)-2-((4-(4-methylpiperazin-1-yl)phenyl)amino)-7H-pyrrolo[2,3-d]pyrimidin-5-yl)methanone OC12CC3(C[C@H](C[C@@H](C1)C3)C2)NC=2C3=C(N=C(N2)NC2=CC=C(C=C2)N2CCN(CC2)C)NC=C3C=O